1-(4-(4-amino-1-cyclopropyl-1H-pyrazolo[3,4-d]pyrimidin-3-yl)-2-fluorophenyl)-3-(1-(tert-butyl)-1H-1,2,4-triazol-3-yl)urea NC1=C2C(=NC=N1)N(N=C2C2=CC(=C(C=C2)NC(=O)NC2=NN(C=N2)C(C)(C)C)F)C2CC2